5-Methyl-(6S)-tetrahydrofolic acid diCholine salt OCC[N+](C)(C)C.OCC[N+](C)(C)C.CN1C=2C(NC(=NC2NC[C@@H]1CNC1=CC=C(C(N[C@@H](CCC(=O)[O-])C(=O)O)=O)C=C1)N)=O.CN1C=2C(NC(=NC2NC[C@@H]1CNC1=CC=C(C(N[C@@H](CCC(=O)[O-])C(=O)O)=O)C=C1)N)=O